di-tert-butyl phosphite (Di-tert-butyl phosphite) C(C)(C)(C)P(O)(O)(O)C(C)(C)C.P(OC(C)(C)C)(OC(C)(C)C)O